(R)-N-hydroxy-5-methyl-1,2,3,5,6,10b-hexahydropyrrolo[2,1-a]phthalazine-8-carboxamide ONC(=O)C=1C=C2CN(N3[C@@H](C2=CC1)CCC3)C